IC1=CC2=C(N(C1=O)C)C(=CN2S(=O)(=O)C2=CC=C(C=C2)C)C2=CC(=CC(=C2)OC2=CC=C(C=C2)C(F)(F)F)C 6-iodo-4-methyl-3-{3-methyl-5-[4-(trifluoromethyl)-phenoxy]phenyl}-1-(4-methylbenzenesulfonyl)-1H,4H,5H-pyrrolo[3,2-b]pyridin-5-one